C1(CC1)NC1CCN(CC1)C1=CC=C(C=2N1C=C(N2)C)C(=O)NC=2C(=C1N(C=C(N=C1C)C)C2)OC 5-[4-(cyclopropylamino)-1-piperidyl]-N-(8-methoxy-1,3-dimethyl-pyrrolo[1,2-a]pyrazin-7-yl)-2-methyl-imidazo[1,2-a]pyridine-8-carboxamide